(-)-pinanediol C[C@]1([C@@H]2C[C@@H](C2(C)C)C[C@@H]1O)O